R-3-Boc-amino-piperidine C(=O)(OC(C)(C)C)[C@H]1CN(CCC1)N